S-Ethyl-N-(α-imino-4-chlorobenzyl)dithiocarbamate C(C)[SH-]C(NC(C1=CC=C(C=C1)Cl)=N)=S